4-acetamido-2-(diethylaminomethyl)phenol C(C)(=O)NC1=CC(=C(C=C1)O)CN(CC)CC